(2S,5R)-N-(2-(4,6-difluoroisoquinolin-1-yl)propan-2-yl)-5-(hydroxymethyl)-morpholine-2-carboxamide hydrochloride Cl.FC1=CN=C(C2=CC=C(C=C12)F)C(C)(C)NC(=O)[C@@H]1CN[C@@H](CO1)CO